tert-butyl (2S)-2-(hydroxymethyl)-2-methyl-pyrrolidine-1-carboxylate OC[C@]1(N(CCC1)C(=O)OC(C)(C)C)C